OC1=C(C=CC(=C1O)O)C(C)=O 1-(2,3,4-Trihydroxyphenyl)ethan-1-one